2,2,5,5-tetrakis(4-hydroxyphenyl)hexane OC1=CC=C(C=C1)C(C)(CCC(C)(C1=CC=C(C=C1)O)C1=CC=C(C=C1)O)C1=CC=C(C=C1)O